3-bromofurancarboxylic acid BrC1=C(OC=C1)C(=O)O